(4-(dimethylamino)phenyl)-N-(2-(4-methylpiperazin-1-yl)ethyl)-5-(2-nitrophenyl)Azole-4-carboxamide CN(C1=CC=C(C=C1)C=1NC(=C(C1)C(=O)NCCN1CCN(CC1)C)C1=C(C=CC=C1)[N+](=O)[O-])C